C(C)(=O)O[C@@H]1[C@H](OC([C@@H]([C@H]1OC(C)=O)OC(C)=O)OC1=C(C=C(C=C1)CO)CNC(=O)OC(C)(C)C)C(=O)OC (2S,3S,4S,5R)-methyl 3,4,5-triacetoxy-6-(2-((tert-butoxycarbonylamino)methyl)-4-(hydroxymethyl)phenoxy)-tetrahydro-2H-pyran-2-carboxylate